2-(phenylamino)ethyl (S)-6-diazo-2-((R)-2-methoxypropanamido)-5-oxohexanoate [N+](=[N-])=CC(CC[C@@H](C(=O)OCCNC1=CC=CC=C1)NC([C@@H](C)OC)=O)=O